CC1=C(C=CC(=N1)N)NCC1=CC=NC=C1 6-methyl-N5-(pyridin-4-ylmethyl)pyridine-2,5-diamine